4-isopropyl-2,2-dimethyl-pyrrolidine C(C)(C)C1CC(NC1)(C)C